C(C=C)(=O)N[C@H]1CN(CCC1)CC1=CC(=CC=2N1C=CN2)C(=O)NC2=CC=C(C=C2)C2=CC1=C(N=CN=C1N1CCOCC1)N2 (R)-5-((3-acrylamidopiperidin-1-yl)methyl)-N-(4-(4-morpholino-7H-pyrrolo[2,3-d]pyrimidin-6-yl)phenyl)imidazo[1,2-a]pyridine-7-carboxamide